OCCCCOC1(CC=C(C=C1)C1=CC=CC=C1)OCCCCO 4,4-bis(4-hydroxybutyloxy)biphenyl